OCCCN(C1CCNCC1)C 4-[3-hydroxypropyl(methyl)amino]piperidine